[2-[[4-(cyclobutylcarbamoyl)-5-methyl-thiazol-2-yl]-(2,6-difluoro-4-pyridyl)amino]-1-methyl-2-oxo-ethyl] ethyl carbonate C(OC(C(=O)N(C1=CC(=NC(=C1)F)F)C=1SC(=C(N1)C(NC1CCC1)=O)C)C)(OCC)=O